FC1=C(C=C(C=C1C=1C(=NN(C1C)C)C)OC1CCOCC1)C1=C2C(=NC=C1)N=CN2 7-(2-fluoro-5-((tetrahydro-2H-pyran-4-yl)oxy)-3-(1,3,5-trimethyl-1H-pyrazol-4-yl)phenyl)-1H-imidazo[4,5-b]pyridine